BrC=1C=C(C=C(C1F)C=1C(=NN(C1C)C)C)NS(=O)(=O)C N-(3-bromo-4-fluoro-5-(1,3,5-trimethyl-1H-pyrazol-4-yl)phenyl)methanesulfonamide